CC=1C(=CSC1)B(O)O 4-methyl-thiophene-3-boronic acid